diethyl 1H-pyrrole-2,4-dicarboxylate N1C(=CC(=C1)C(=O)OCC)C(=O)OCC